ClC1=C(C=C(C=C1F)C=1N=NN(C1)[C@@H]1[C@H]([C@@H](SC=2C=NC=C(C2)C#N)O[C@@H]([C@@H]1O)CO)OC)F 5-Cyanopyridin-3-yl 3-[4-(4-chloro-3,5-difluorophenyl)-1H-1,2,3-triazol-1-yl]-3-deoxy-2-O-methyl-1-thio-α-D-galactopyranoside